1-Bromo-4-(chloro-methyl)benzene BrC1=CC=C(C=C1)CCl